3-(5-(((1S,2R)-2-(isobutylamino)cyclohexyl)amino)-1-oxoisoindolin-2-yl)piperidine-2,6-dione C(C(C)C)N[C@H]1[C@H](CCCC1)NC=1C=C2CN(C(C2=CC1)=O)C1C(NC(CC1)=O)=O